ClC=1C=C(C=C(C1)F)NC(=O)NC1=C(C=CC(=C1)OC(F)(F)F)C(=O)NN 1-(3-chloro-5-fluorophenyl)-3-(2-hydrazinocarbonyl-5-tri-fluoromethoxyphenyl)-urea